4-Phenylazodiphenylamine C1=CC=C(C=C1)NC2=CC=C(C=C2)N=NC3=CC=CC=C3